(S)-2-amino-N-((3-(7-ethyl-7-hydroxy-8,11-dioxo-7,8,11,13-tetrahydro-10H-[1,3]-dioxolo[4,5-g]pyrano[3',4':6,7]indolizino[1,2-b]quinolin-14-yl)propoxy)methyl)acetamide NCC(=O)NCOCCCC1=C2C(=NC=3C=C4C(=CC13)OCO4)C4=CC1=C(C(N4C2)=O)COC([C@]1(O)CC)=O